C(#N)C[C@H](C)N/C(=C/C(=O)OCC)/C Ethyl (E)-3-[[(2S)-1-Cyanopropan-2-yl]amino]but-2-enoate